ClC=1C(=CN(C(C1)=O)C1CCOCC1)C(=O)N[C@H](C)C1=C(C(=CC=C1)C(F)(F)F)C (R)-4-chloro-N-(1-(2-methyl-3-(trifluoromethyl)phenyl)ethyl)-6-oxo-1-(tetrahydro-2H-pyran-4-yl)-1,6-dihydropyridine-3-carboxamide